C(#N)C=1C(=NC(=CC1C(F)(F)F)C)N1[C@@H]([C@H]([C@H](C1)O)O)C(=O)N(C=1C=C(C=CC1)C)C (2S,3R,4S)-1-(3-cyano-6-methyl-4-(trifluoromethyl)pyridin-2-yl)-3,4-dihydroxy-N-methyl-N-(m-tolyl)pyrrolidine-2-carboxamide